1-(2-Chloro-7,8-dihydro-5H-[1,6]naphthyridin-6-yl)-ethanone ClC1=NC=2CCN(CC2C=C1)C(C)=O